C1(=CC=CC=C1)S(=O)(=O)N(C1=CC(=C(C=C1)C1=NC(=CC2=C1NC1=CC(=CC=C21)F)C(=O)O)F)C 1-[4-[benzenesulfonyl(methyl)amino]-2-fluoro-phenyl]-7-fluoro-9H-pyrido[3,4-b]indole-3-carboxylic acid